2-((1-(5,6-diphenylpyrazin-2-yl)-3,5-dimethylpiperidin-4-yl)oxy)acetic acid C1(=CC=CC=C1)C=1N=CC(=NC1C1=CC=CC=C1)N1CC(C(C(C1)C)OCC(=O)O)C